ClC=1C=C2CC(COC2=CC1)C(=O)C1=CN(C2=C1C=NC(=C2)C=2C=NNC2Cl)C[C@H](CC)O (6-Chlorochroman-3-yl)-[6-(5-chloro-1H-pyrazol-4-yl)-1-[(2S)-2-hydroxybutyl]pyrrolo[3,2-c]pyridin-3-yl]methanone